p-Nitrophenyl-Urethane [N+](=O)([O-])C1=CC=C(C=C1)NC(=O)OCC